Pyrazole-3-carbonyl isothiocyanate N1N=C(C=C1)C(=O)N=C=S